2-(2-Methyltetrazol-5-yl)-4-(4,4,5,5-tetramethyl-1,3,2-dioxaborolan-2-yl)-N-[3-(trifluoromethyl)phenyl]aniline CN1N=C(N=N1)C1=C(NC2=CC(=CC=C2)C(F)(F)F)C=CC(=C1)B1OC(C(O1)(C)C)(C)C